C1(CCCCC1)CN1CCC(CC1)(F)CC1=CC=2N(C=C1)N=CC2 5-((1-(cyclohexylmethyl)-4-fluoropiperidin-4-yl)methyl)pyrazolo[1,5-a]Pyridine